CN(C(CNC=1C=CC(=C(C(=O)N[C@H](C)C2=CC=CC3=CC=CC=C23)C1)C)(C)C)C (R)-5-((2-(dimethylamino)-2-methylpropyl)amino)-2-methyl-N-(1-(naphthalen-1-yl)ethyl)benzamide